Cl.COC1=C(C=CC(=C1)CNC(CCCC\C=C\C(C)C)=O)C(N(C)C)C(=O)O (E)-2-methoxy-4-((8-methylnon-6-enamido)methyl)phenyl-dimethylglycine hydrochloride